1-((tert-butoxycarbonyl)amino)-3-methyl-cyclopentane-1-carboxylic acid C(C)(C)(C)OC(=O)NC1(CC(CC1)C)C(=O)O